propan-2-yl {(1R)-2-[(2S)-2-(5-{2-[4-(acetylamino)phenyl]-1H-indol-5-yl}-1,3,4-oxadiazol-2-yl)pyrrolidin-1-yl]-2-oxo-1-phenylethyl}carbamate C(C)(=O)NC1=CC=C(C=C1)C=1NC2=CC=C(C=C2C1)C1=NN=C(O1)[C@H]1N(CCC1)C([C@@H](C1=CC=CC=C1)NC(OC(C)C)=O)=O